(1-(4-(2-Isopropylpyridin-3-yl)-2-methyl-1-(2-oxoethyl)-1H-imidazol-5-yl)ethyl)carbamic acid tert-butyl ester C(C)(C)(C)OC(NC(C)C1=C(N=C(N1CC=O)C)C=1C(=NC=CC1)C(C)C)=O